C(C)(C)(C)[Si](C1=CC=CC=C1)(C1=CC=CC=C1)OCCCCCCCCCC(CCCCCCCCC)CCOCC1=CC=C(C=C1)OC tert-butyl-((10-(2-((4-methoxybenzyl)oxy)ethyl)nonadecyl)oxy)diphenylsilane